3,3,5,7,7-pentamethyl-1,2,4-trioxoheptane CC(C(C=O)=O)(C(C(CC(C)C)C)=O)C